6-chloro-3-[4-[2,5-dimethyl-3-(methylsulfinylmethyl)-1-piperidinyl]pyrimidin-2-yl]imidazo[1,2-a]pyridine ClC=1C=CC=2N(C1)C(=CN2)C2=NC=CC(=N2)N2C(C(CC(C2)C)CS(=O)C)C